CS(=O)(=O)OC1=C(C=C(C(=C1)[N+](=O)[O-])F)CO 4-fluoro-2-(hydroxymethyl)-5-nitrophenyl methanesulfonate